The molecule is a racemate comprising equal amounts of (R)- and (S)-1,2-di-O-dodecanylglycero-3-glutaric acid 6'-methylresorufin ester. A fluorescent substrate used to study lipase activity in vitro. It has a role as a fluorescent probe. It contains a (R)-1,2-di-O-dodecanylglycero-3-glutaric acid 6'-methylresorufin ester and a (S)-1,2-di-O-dodecanylglycero-3-glutaric acid 6'-methylresorufin ester. CCCCCCCCCCCCOCC(COC(=O)CCCC(=O)OC1=C(C2=C(C=C1)N=C3C=CC(=O)C=C3O2)C)OCCCCCCCCCCCC